(2R,6S)-6-((4-bromophenoxy)methyl)-2-cyclopropyl-2-(methoxymethyl)-1,4-dioxane BrC1=CC=C(OC[C@@H]2COC[C@](O2)(COC)C2CC2)C=C1